COC=1C=C(C=CC1[N+](=O)[O-])N1CCC(CC1)N1CCN(CC1)C 1-(1-(3-methoxy-4-nitrophenyl)piperidin-4-yl)-4-methylpiperazine